COC(CCC(C=O)NC(=O)OC(C)(C)C)=O 4-((tert-butoxycarbonyl)amino)-5-oxopentanoic acid methyl ester